6-[4-[3-(diethylamino)-3-oxo-propoxy]phenoxy]-1-methyl-indazole-5-carboxamide C(C)N(C(CCOC1=CC=C(OC2=C(C=C3C=NN(C3=C2)C)C(=O)N)C=C1)=O)CC